C(C)(C)(C)OC(=O)N[C@H](C(=O)OC)CCN(C1CC(C1)CCC1=NC=2NCCCC2C=C1)CCOC methyl (S)-2-((tert-butoxycarbonyl)amino)-4-((2-methoxyethyl)((1S,3S)-3-(2-(5,6,7,8-tetrahydro-1,8-naphthyridin-2-yl)ethyl)cyclobutyl)amino)butanoate